C(C)(C)(C)OC(=O)N([C@@H](CCC(=O)OCC)C)CC(=O)OCC ethyl (R)-4-((t-butoxycarbonyl)(2-ethoxy-2-oxoethyl)amino)pentanoate